ClC1=C2C(=NN(C2=C(C=C1)F)S(=O)(=O)C1=CC=C(C=C1)C(C)(F)F)N1CC(C(C1)(F)F)(F)F 4-Chloro-1-[4-(1,1-difluoroethyl)phenyl]sulfonyl-7-fluoro-3-(3,3,4,4-tetrafluoropyrrolidin-1-yl)indazole